N-[(R)-1-((S)-1-acetylpiperidin-3-yl)ethyl]-2-(6-{5-chloro-2-[(oxacyclohex-4-yl)amino]pyrimidin-4-yl}-1-oxo-2,3-dihydro-1H-isoindol-2-yl)acetamide C(C)(=O)N1C[C@H](CCC1)[C@@H](C)NC(CN1C(C2=CC(=CC=C2C1)C1=NC(=NC=C1Cl)NC1CCOCC1)=O)=O